NCCCCC#CC1=C(C(=O)OC)C=C(C=C1)NC(CCN)=O methyl 2-(6-aminohex-1-yn-1-yl)-5-(3-aminopropanamido)benzoate